N-levulinyl-mannosamine C(CCC(=O)C)(=O)N[C@@H]1C(O)O[C@@H]([C@H]([C@@H]1O)O)CO